O1CCN(CC1)C1=CC(=C2N=CC=NC2=C1)NC1CCC(CC1)NC1=NC=CC=N1 N1-(7-morpholinoquinoxalin-5-yl)-N4-(pyrimidin-2-yl)cyclohexane-1,4-diamine